N1(CCNCCC1)C(=O)OC(C)(C)C tert-butyl 1,4-diazacycloheptane-1-formate